COC1=CC=C(C=N1)C(C(=O)OC)C(C)=O methyl 2-(6-methoxypyridin-3-yl)-3-oxobutanoate